OC1=C(C=C(C(=C1)C)C)C(C)=O 1-(2-hydroxy-4,5-dimethylphenyl)ethanone